BrC=1C=C(C#N)C=CC1C(Br)Br 3-Bromo-4-(dibromomethyl)benzonitrile